1-((1-(2-Hydroxyethyl)-2-oxo-1,2-dihydropyridin-3-yl)methyl)dihydropyrimidine-2,4(1H,3H)-dione OCCN1C(C(=CC=C1)CN1C(NC(CC1)=O)=O)=O